(E)-4-(tert-butylamino)-N-(4-(8-(1,2-dimethyl-6-(trifluoromethyl)-1H-benzo[d]imidazol-5-yl)-2-methylimidazo[1,2-a]pyridine-3-carbonyl)-2,6-difluorophenyl)but-2-enamide C(C)(C)(C)NC/C=C/C(=O)NC1=C(C=C(C=C1F)C(=O)C1=C(N=C2N1C=CC=C2C2=CC1=C(N(C(=N1)C)C)C=C2C(F)(F)F)C)F